thiatriazole S1N=NN=C1